tert-butyl 2-(1-hydroxyethyl)piperidine-1-carboxylate OC(C)C1N(CCCC1)C(=O)OC(C)(C)C